2-(6-(3-(trifluoromethyl)-5,6-dihydro-[1,2,4]triazolo[4,3-a]pyrazin-7(8H)-yl)pyridin-3-yl)pyrrolidin-1-amine FC(C1=NN=C2N1CCN(C2)C2=CC=C(C=N2)C2N(CCC2)N)(F)F